OC[C@H](C1=CC=CC=C1)NC1=NC(=NC=C1C=1OC(=NN1)C1=NC=CC=C1)NC=1C=C2C(NC(C2=CC1)=O)C 5-((4-(((S)-2-hydroxy-1-phenylethyl)amino)-5-(5-(pyridin-2-yl)-1,3,4-oxadiazol-2-yl)pyrimidin-2-yl)amino)-3-methylisoindolin-1-one